Cl.Cl.Cl.OC1(CCNCC1)CN1CCC(CC1)N1N=CC2=C(C=CC=C12)N1C(NC(CC1)=O)=O 1-(1-(1-((4-Hydroxypiperidin-4-yl)methyl)piperidin-4-yl)-1H-indazol-4-yl)dihydropyrimidine-2,4(1H,3H)-dione trihydrochloride